4-((2-(3-(dimethylamino)phenoxy)ethoxy)methyl)-N-(3-methoxybenzyl)oxazol-2-amine CN(C=1C=C(OCCOCC=2N=C(OC2)NCC2=CC(=CC=C2)OC)C=CC1)C